BrC=1N=C(N2C1CN(C(C2CC)=O)C)CC 1-bromo-3,5-diethyl-7-methyl-7,8-dihydroimidazo[1,5-a]pyrazin-6(5H)-one